FC=1C=C(CN2CCN(C3=CC=CC=C23)C(=O)N2C[C@H](CC2)NC)C=CC1 (S)-(4-(3-fluorobenzyl)-3,4-dihydroquinoxalin-1(2H)-yl)(3-(methylamino)pyrrolidin-1-yl)methanone